BrCCCCCCCC=CC=CCCCC 1-bromo-8,10-pentadecadiene